(4-Bromo-3-fluorophenyl)ethanol BrC1=C(C=C(C=C1)C(C)O)F